1-methyl-N2-(naphthalene-2-yl)benzene-1,2-diamine CC1(C(C=CC=C1)NC1=CC2=CC=CC=C2C=C1)N